(S)-(4-methyl-2-(4-(4-methylpyrazolo[1,5-a]pyridin-2-yl)-1,4,6,7-tetrahydro-5H-imidazo[4,5-c]pyridin-5-yl)pyrimidin-5-yl)(pyrrolidin-1-yl)methanone CC1=NC(=NC=C1C(=O)N1CCCC1)N1[C@@H](C2=C(CC1)NC=N2)C2=NN1C(C(=CC=C1)C)=C2